2-amino-4-((1-hydroxyhexan-3-yl)amino)-6-(4-(piperazine-1-carbonyl)benzyl)pyrimidine NC1=NC(=CC(=N1)NC(CCO)CCC)CC1=CC=C(C=C1)C(=O)N1CCNCC1